6-tert-butyl-10-methoxy-9-{2-[(2-methoxyethyl)carbamoyl]thiazol-5-yl}-2-oxo-6,7-dihydro-2H-pyrido[2,1-a]isoquinoline-3-carboxylic Acid C(C)(C)(C)C1N2C(C3=CC(=C(C=C3C1)C1=CN=C(S1)C(NCCOC)=O)OC)=CC(C(=C2)C(=O)O)=O